C(C)(=O)C1=CN(C2=CC=C(C=C12)C1=CN=NC=C1)CC(=O)N1[C@@H](C[C@H](C1)F)C(=O)NC=1SC=C(N1)C1=CC=2CCCCC2C=C1 (2S,4R)-1-(2-(3-acetyl-5-(pyridazin-4-yl)-1H-indol-1-yl)acetyl)-4-fluoro-N-(4-(5,6,7,8-tetrahydronaphthalen-2-yl)thiazol-2-yl)pyrrolidine-2-carboxamide